ClC1=NC(=CC2=C(C=C(C=C12)Cl)F)Cl 1,3,7-trichloro-5-fluoro-isoquinoline